C1(=CC=CC=C1)OC(=O)N1CCCC2=CC(=C(N=C12)C(OC)OC)CN1C(C(CC1)OC)=C=O.O1C(CCC2=CC=CC=C12)CC(=O)O Chromaneacetic acid phenyl-7-(dimethoxymethyl)-6-((3-methoxy-2-carbonylpyrrolidin-1-yl)methyl)-3,4-dihydro-1,8-naphthyridine-1(2H)-carboxylate